[Si](C)(C)(C(C)(C)C)OC=1C=C(C2=CC=CC=C2C1)O 3-((tert-butyldimethylsilyl)oxy)naphthalen-1-ol